N-((2r,3s)-1-(1-(4-fluorophenyl)-1H-indazol-5-yl)-4,4-dimethyl-5-oxo-2-phenylpyrrolidin-3-yl)-3-methylisoxazole-4-carboxamide FC1=CC=C(C=C1)N1N=CC2=CC(=CC=C12)N1[C@@H]([C@H](C(C1=O)(C)C)NC(=O)C=1C(=NOC1)C)C1=CC=CC=C1